FC1=C(C=C(C(=C1)C)C1=CC2=C(N=C(N=C2)NC)N=C1)NC(=O)N1C[C@@H](CC1)CC(F)(F)F (S)-N-(2-fluoro-4-methyl-5-(2-(methylamino)pyrido[2,3-d]pyrimidin-6-yl)phenyl)-3-(2,2,2-trifluoroethyl)pyrrolidine-1-carboxamide